[2-methoxy-6-(trifluoromethyl)-3-pyridyl]boronic acid COC1=NC(=CC=C1B(O)O)C(F)(F)F